naphthyl-anthracene C1(=CC=CC2=CC=CC=C12)C1=CC=CC2=CC3=CC=CC=C3C=C12